5-hydroxy-uridine OC=1C(NC(N([C@H]2[C@H](O)[C@H](O)[C@@H](CO)O2)C1)=O)=O